COC[C@@H]1N(C=2C(=NC=CC2C=2C1=NN(N2)C)NC2=CC(=NC=C2C(CC([2H])([2H])[2H])=O)NC(=O)C2CC2)C |r| (R/S)-N-(4-((4-(methoxymethyl)-2,5-dimethyl-4,5-dihydro-2H-[1,2,3]triazolo[4,5-c][1,7]naphthyridin-6-yl)amino)-5-(propanoyl-3,3,3-d3)pyridin-2-yl)cyclopropanecarboxamide